5-(((trans-3-(3-(difluoromethyl)-4-(5-fluoro-3-methylpyridin-2-yl)-1H-pyrazol-1-yl)cyclobutyl)methyl)amino)-2-(2,6-dioxopiperidin-3-yl)isoindoline-1,3-dione FC(C1=NN(C=C1C1=NC=C(C=C1C)F)[C@@H]1C[C@H](C1)CNC=1C=C2C(N(C(C2=CC1)=O)C1C(NC(CC1)=O)=O)=O)F